COC1=C(C(=CC=C1)OC)S(=O)(=O)NC1=NOC2=C1C(CC1=CC=C(C=C12)OC)C 2,6-dimethoxy-N-(8-methoxy-4-methyl-4,5-dihydronaphtho[2,1-d]isoxazol-3-yl)benzenesulfonamide